(13R)-13-(difluoromethyl)-9-(2,6-difluorophenyl)-3-methyl-16-thia-2,4,5,8-tetrazatetracyclo[8.6.0.02,6.011,15]hexadeca-1(10),3,5,8,11(15)-pentaene FC([C@@H]1CC=2C=3C(=NCC4=NN=C(N4C3SC2C1)C)C1=C(C=CC=C1F)F)F